C(C)ON=C(N(C)C)C1=NC(=C(C=C1)S(=O)(=O)C)C1=NC2=C(N1C)C=CC(=C2)C(F)(F)F N'-ethoxy-N,N-dimethyl-5-Methylsulfonyl-6-[1-methyl-5-(trifluoromethyl)benzimidazol-2-yl]pyridin-2-carboxamidin